(S)-2-(6-bromo-1-oxoisoindolin-2-yl)-3-hydroxypropionic acid methyl ester COC([C@H](CO)N1C(C2=CC(=CC=C2C1)Br)=O)=O